ethyl ethoxyformate C(C)OC(=O)OCC